ClC1=NC=CC(=C1)C=1N(N=C2N=C(C=C(C21)C2=CC=C(C=C2)F)C2=CC=C(C=C2)F)C (2-chloropyridin-4-yl)-4,6-bis(4-fluorophenyl)-2-methylpyrazolo[3,4-b]pyridine